CN1C(C(=CC=2C1=C(N=NC2N[C@H](C)C2=CC(=CC=C2)C(F)(F)F)C)C2CNCCC2)=O 1,8-dimethyl-3-(3-piperidyl)-5-[[(1R)-1-[3-(trifluoromethyl)phenyl]ethyl]amino]pyrido[2,3-d]pyridazin-2-one